C(CCCCCCCCCCCCCC=CCCCCCCCC)(=O)OCCCCCCCCCCCCCCCCCCCCCCCCCCCCCCCO 31-hydroxyhentriacontyl tetracos-15-enoate